BrC1=CC=C(S1)C1(CCC1)O 1-(5-bromothiophen-2-yl)cyclobutan-1-ol